FC=1C=C(OCCCN2C(OCC2)=O)C=CC1O 3-[3-(3-fluoro-4-hydroxy-phenoxy)propyl]oxazolidin-2-one